FC1=C(C=CC(=C1)S(=O)(=O)N1CCCCC1)NC(NCC=1C=NC=CC1)=O 3-[2-fluoro-4-(piperidine-1-sulfonyl)phenyl]-1-(pyridin-3-ylmethyl)urea